CC1CNCC(N1)C 3,5-dimethylpiperazine